tert-butyl 7-{7-bromo-8-(2,2-difluoroethoxy)-6-iodo-2-[(1-methylpiperidin-4-yl) oxy] quinazolin-4-yl}-2,7-diazaspiro[3.5]nonane-2-carboxylate BrC1=C(C=C2C(=NC(=NC2=C1OCC(F)F)OC1CCN(CC1)C)N1CCC2(CN(C2)C(=O)OC(C)(C)C)CC1)I